COC1=CC=C(C=C1)C1=CN=C(S1)NC(CCCCCCNC(C(C(F)(F)F)(O)O)=O)=O N-(5-(4-methoxyphenyl)thiazol-2-yl)-7-(3,3,3-trifluoro-2,2-dihydroxypropanamido)heptanamide